O=C1CCC(CC1)N1C2=NC=NC=C2NC1=O 9-(4-Oxocyclohexyl)-7,9-dihydro-8H-purin-8-one